O1CCN(CC1)C1=CC=C(CNCCC2=CC=CC=C2)C=C1 N-(4-morpholinobenzyl)-2-phenylethan-1-amine